(3-methyl-1,1-dioxidotetrahydrothiophen-3-yl)-2-oxo-2,3-dihydro-1H-benzo[d]imidazole-5-carboxamide CC1(CS(CC1)(=O)=O)N1C(NC2=C1C=CC(=C2)C(=O)N)=O